ethyl 3-(((tert-butoxycarbonyl)amino)methyl)-1-tosyl-1H-pyrrole-2-carboxylate C(C)(C)(C)OC(=O)NCC1=C(N(C=C1)S(=O)(=O)C1=CC=C(C)C=C1)C(=O)OCC